(Z)-2-(5-fluoro-2-methyl-1-(4-(quinolin-5-yloxy)benzylidene)-1H-inden-3-yl)acetic acid FC=1C=C2C(=C(/C(/C2=CC1)=C/C1=CC=C(C=C1)OC1=C2C=CC=NC2=CC=C1)C)CC(=O)O